tert-butyl (E)-4-(2-(4-(2-phenyl-1-(4-(pivaloyloxy)phenyl)but-1-en-1-yl) phenoxy)ethyl)piperazine-1-carboxylate C1(=CC=CC=C1)/C(=C(/C1=CC=C(C=C1)OC(C(C)(C)C)=O)\C1=CC=C(OCCN2CCN(CC2)C(=O)OC(C)(C)C)C=C1)/CC